tert-butyl N-[(3S)-8-[5-(1-ethyl-5,5-difluoro-3-piperidyl)-1,3,4-oxadiazol-2-yl]-5,5,7-trifluoro-2-oxo-1-[[4-(trifluoromethoxy)phenyl]methyl]-3,4-dihydro-1-benzazepin-3-yl]carbamate C(C)N1CC(CC(C1)(F)F)C1=NN=C(O1)C1=CC2=C(C(C[C@@H](C(N2CC2=CC=C(C=C2)OC(F)(F)F)=O)NC(OC(C)(C)C)=O)(F)F)C=C1F